diphenyl-(p-tolyl)phosphine (2R,3S)-3-((2-(7-chloro-2-methoxyquinoxalin-5-yl)-5-fluorobenzo[d]thiazol-6-yl)oxy)butan-2-yl-(5-cyanopyridin-3-yl)carbamate ClC1=CC(=C2N=CC(=NC2=C1)OC)C=1SC2=C(N1)C=C(C(=C2)O[C@H]([C@@H](C)N(C(O)=O)C=2C=NC=C(C2)C#N)C)F.C2(=CC=CC=C2)P(C2=CC=C(C=C2)C)C2=CC=CC=C2